2-amino-8-(6-chloro-1,4-dihydroquinazolin-2-yl)-N,N-dipropyl-3H-1-benzazepine-4-carboxamide NC1=NC2=C(C=C(C1)C(=O)N(CCC)CCC)C=CC(=C2)C=2NC1=CC=C(C=C1CN2)Cl